chromium phosphine P.[Cr]